(S)-tert-butyl 3-(6-cyano-8-(2-((R)-1-hydroxyethyl)thieno[3,2-b]pyridin-7-yl)-3,4-dihydroquinolin-1(2H)-yl)pyrrolidine-1-carboxylate C(#N)C=1C=C2CCCN(C2=C(C1)C1=C2C(=NC=C1)C=C(S2)[C@@H](C)O)[C@@H]2CN(CC2)C(=O)OC(C)(C)C